FC=1C=C(NC2C(NC(CC2)=O)=O)C=CC1N1CC2(CN(C2)C2CCNCC2)C1 3-[3-fluoro-4-[2-(4-piperidyl)-2,6-diazaspiro[3.3]heptan-6-yl]anilino]piperidine-2,6-dione